BrC=1C=C(SC1)CN(C(C)=O)CC1=CC=C(C=C1)OC N-((4-bromothiophen-2-yl)methyl)-N-(4-methoxybenzyl)acetamide